CC[C@@H]1CO1 (R)-(+)-1,2-epoxybutane